Trans-N-(7-chloro-6-(1-(4-hydroxy-3-methyltetrahydrofuran-3-yl)piperidin-4-yl)isoquinolin-3-yl)-3-(2-hydroxypropan-2-yl)cyclobutane-1-carboxamide ClC1=C(C=C2C=C(N=CC2=C1)NC(=O)[C@@H]1C[C@H](C1)C(C)(C)O)C1CCN(CC1)C1(COCC1O)C